C(C)(C)(C)OC(=O)N1CCC(CC1)N1N=CC(=C1C)C=1C=C(C=2N(C1)N=CC2C#N)OC 4-[4-(3-Cyano-4-methoxy-pyrazolo[1,5-a]pyridin-6-yl)-5-methyl-pyrazol-1-yl]piperidine-1-carboxylic acid tert-butyl ester